C(C)(C)(C)OC(=O)NC1=NN=C(O1)C(=O)[O-] 5-((tert-butoxycarbonyl)amino)-1,3,4-oxadiazole-2-carboxylate